1-[2,2-dimethyl-1,3-dioxolan-4-yl]pent-4-en-1-ol CC1(OCC(O1)C(CCC=C)O)C